methyl isobutyrate chloride [Cl-].C(C(C)C)(=O)OC